FC1=C(C=C(C=C1C[C@@H]1N(CC2(CC2)[C@@H]1NS(=O)(=O)[C@H](C)F)C(=O)[C@@H]1OCC1)F)C1=CC=CC=C1 (R)-N-((6S,7S)-6-((2,5-difluoro-[1,1'-biphenyl]-3-yl)methyl)-5-((R)-oxetane-2-carbonyl)-5-azaspiro[2.4]heptan-7-yl)-1-fluoroethane-1-sulfonamide